iron(III) citrate C(CC(O)(C(=O)[O-])CC(=O)[O-])(=O)[O-].[Fe+3]